[(E)-hex-2-enyl]acetate (trans-2-hexenyl acetate) C(=C\CCCC)/CC(=O)O.C(\C=C\CCC)CC(=O)O